(R)-2-(5-(6-chloro-3-(1H-imidazol-1-yl)-5-methoxy-1-methyl-1H-pyrrolo[3,2-b]pyridin-2-yl)-1H-1,2,4-triazol-3-yl)propionitrile ClC=1C=C2C(=NC1OC)C(=C(N2C)C2=NC(=NN2)[C@@H](C#N)C)N2C=NC=C2